FC1=CC=C(C=C1)C(C1CCN(CC1)C(=O)C=1C=CC2=C(NC(CO2)=O)C1)C1=CC=C(C=C1)OC 6-[4-[(4-fluorophenyl)-(4-methoxyphenyl)methyl]piperidine-1-carbonyl]-4H-1,4-benzoxazin-3-one